2-methylcyclohexane-1,3-diamine CC1C(CCCC1N)N